(S)-4-ethyl-9-methoxy-3,14-dioxo-3,4,12,14-tetrahydro-1H-pyrano[3',4':6,7]indolizino[1,2-b]quinolin-4-yl piperazine-1-carboxylate N1(CCNCC1)C(=O)O[C@@]1(C(OCC=2C(N3CC=4C(=NC=5C=CC(=CC5C4)OC)C3=CC21)=O)=O)CC